N-Cyclopentyl-3-[[(1R)-1-(3,6-dimethyl-4-oxo-2-phenyl-chromen-8-yl)ethyl]amino]pyridine-2-carboxamide C1(CCCC1)NC(=O)C1=NC=CC=C1N[C@H](C)C=1C=C(C=C2C(C(=C(OC12)C1=CC=CC=C1)C)=O)C